C(CCCCCCCCCCCCCCCCC)[NH2+]CCCCCCCCCCCCCCCCCC dioctadecyl-ammonium